2,2-Dimethyl-2,3,4,5-tetrahydropyrido[2,3-f][1,4]oxazepine hydrochloride Cl.CC1(OC2=C(CNC1)N=CC=C2)C